CN1N=C(C=2C1=NC=C(C2)C=2N=C1N(C(C2)=O)C=C(C=C1[C@@H](C)NC1=C(C(=O)OC(C)(C)C)C=CC=C1)C)C tert-butyl (R)-2-((1-(2-(1,3-dimethyl-1H-pyrazolo[3,4-b]pyridin-5-yl)-7-methyl-4-oxo-4H-pyrido[1,2-a]pyrimidin-9-yl)ethyl)amino)benzoate